N1CC(C1)C#CC=1C=NN(C1)C(C(=O)NC1=CC=C(C2=CC=CC=C12)C#N)(C)C 2-(4-(azetidin-3-ylethynyl)-1H-pyrazol-1-yl)-N-(4-cyanonaphthalen-1-yl)-2-methylpropanamide